trans-4-(2-Amino-3,5-dibromobenzylamino)cyclohexane-HCl Cl.NC1=C(CNC2CCCCC2)C=C(C=C1Br)Br